S=C1SSC(=C1)C1=CC=C(OC(C(=O)[O-])CCCCCCCCC2=C(C(C(=C(C2=O)OC)OC)=O)C)C=C1 (4-(3-thioxo-3H-1,2-dithiol-5-yl)phenoxy)10-(4,5-dimethoxy-2-methyl-3,6-dioxocyclohexa-1,4-dien-1-yl)decanoate